2-(6-((2-hydroxycyclopentyl)amino)-4-(3-((4-methyl-4H-1,2,4-triazol-3-yl)methyl)oxetan-3-yl)pyridin-2-yl)-4-(trifluoromethyl)isoindolin-1-one OC1C(CCC1)NC1=CC(=CC(=N1)N1C(C2=CC=CC(=C2C1)C(F)(F)F)=O)C1(COC1)CC1=NN=CN1C